CC1=NC=2N(C(=C1)NC1CCN(CC1)C(=O)C1(CC1)C(=O)NC1CNCC1)N=CC2C(C)C 1-(4-[(5-methyl-3-(propan-2-yl)pyrazolo[1,5-a]pyrimidin-7-yl)amino]piperidine-1-carbonyl)-N-(pyrrolidin-3-yl)cyclopropane-1-carboxamide